C(C1=CC=CC=C1)OC1=C(C(=NC(=C1)[C@@H]1O[C@]([C@H]([C@H]1C1=C(C(=C(C=C1)F)F)OC)C)(C(F)(F)F)C)C)C(COC(C)O)C |o1:14,16,17,18| (2-(4-(benzyloxy)-6-((2R*,3S*,4S*,5R*)-3-(3,4-difluoro-2-methoxyphenyl)-4,5-dimethyl-5-(trifluoromethyl)tetrahydrofuran-2-yl)-2-methylpyridin-3-yl)propoxy)ethan-1-ol